tert-butyl (1r,4r)-4-((2-((2-chloro-3-(2,3-dichloropyridin-4-yl)phenyl)carbamoyl)-1-methyl-1,4,6,7-tetrahydro-5H-imidazo[4,5-c]pyridin-5-yl)methyl)cyclohexane-1-carboxylate ClC1=C(C=CC=C1C1=C(C(=NC=C1)Cl)Cl)NC(=O)C=1N(C2=C(CN(CC2)CC2CCC(CC2)C(=O)OC(C)(C)C)N1)C